4-((tert-butyldiphenylsilyl)oxy)tetrahydrofuran-3-ol [Si](C1=CC=CC=C1)(C1=CC=CC=C1)(C(C)(C)C)OC1C(COC1)O